4-dimethylamino-2'-hydroxy-4'-methoxy-5'-(benzylpiperazin-1-yl)methyl-chalcone CN(C1=CC=C(C=C1)\C=C\C(=O)C1=C(C=C(C(=C1)CN1C(CNCC1)CC1=CC=CC=C1)OC)O)C